CN(C1=CC=C(C(=O)O)C=C1)CC1=CN=C2N=C(N)NC(=O)C2=N1 N10-methylpteroic acid